5-fluoro-3'-tert-butyldimethylsilyloxyuridine FC=1C(NC(N([C@H]2[C@H](O)[C@](O)([C@@H](CO)O2)O[Si](C)(C)C(C)(C)C)C1)=O)=O